2,2'-iminobisbenzothiazole N(C=1SC2=C(N1)C=CC=C2)C=2SC1=C(N2)C=CC=C1